(bromomethyl)isoxazole BrCC1=NOC=C1